(R)-tert-butyl 3-((5-(4-methoxy-5,6,7,8-tetrahydro-1,8-naphthyridin-2-yl)pentyl)oxy)pyrrolidine-1-carboxylate COC1=CC(=NC=2NCCCC12)CCCCCO[C@H]1CN(CC1)C(=O)OC(C)(C)C